ClC1=NC(=NC(=C1C)N1CCC(CC1)OC1=CC=C(C=C1)S(=O)(=O)C)CO (4-chloro-5-methyl-6-(4-(4-(methylsulfonyl)phenoxy)piperidin-1-yl)pyrimidin-2-yl)methanol